N-(tert-Butoxycarbonyl)-O-cyclohexyl-L-serine C(C)(C)(C)OC(=O)N[C@@H](COC1CCCCC1)C(=O)O